(2S,5R)-N-{[(2S,4S)-4-(1H-pyrazol-1-ylmethyl)-pyrrolidin-2-yl]methyloxy}-7-oxo-6-(sulfooxy)-1,6-diazabicyclo[3.2.1]octane-2-carboxamide N1(N=CC=C1)C[C@H]1C[C@H](NC1)CONC(=O)[C@H]1N2C(N([C@H](CC1)C2)OS(=O)(=O)O)=O